(1-(methylsulfonyl)cyclopropyl)methylamine CS(=O)(=O)C1(CC1)CN